N1=CSC=2NCNCC21 6,7-dihydro-4H-thiazolo[5,4-d]pyrimidin